(1R,3S,5R)-N-(6-bromopyridin-2-yl)-5-methyl-2-azabicyclo[3.1.0]hexane BrC1=CC=CC(=N1)N1[C@@H]2C[C@]2(CC1)C